C(CN(C(C=C)=O)CCNC(C=C)=O)N(C(C=C)=O)CCNC(C=C)=O N,N'-1,2-ethanediylbis{N-[2-(acryloylamino)-ethyl]acrylamide}